CC(COC1=CC=CC=C1)C 4-(2-methylpropyloxy)benzene